N-hydroxycyclopentanecarboximidoyl chloride ON=C(C1CCCC1)Cl